ClC=1C=CC=C2[C@H](CCOC12)NC(=O)NC1=NN(C=C1)C1=CC=C(C=C1)[C@@H]1N(CCC1)C 1-[(4S)-8-chlorochroman-4-yl]-3-[1-[4-[(2R)-1-methylpyrrolidin-2-yl]phenyl]pyrazol-3-yl]urea